2,3-dimethyl-6-[(2S)-2-(1-methyl-1H-pyrazol-4-yl)morpholin-4-yl]-8-(2,3,4-trifluorophenyl)-3H,4H-pyrimido[5,4-d][1,3]diazin-4-one CC=1N(C(C2=C(N1)C(=NC(=N2)N2C[C@@H](OCC2)C=2C=NN(C2)C)C2=C(C(=C(C=C2)F)F)F)=O)C